FC(C)(F)C=1C=CC(=C(C1)NC(OC1=CC=CC=C1)=O)F phenyl (5-(1,1-difluoroethyl)-2-fluorophenyl)carbamate